3-(N-2-aminoethylamino)propyl-Trimethoxysilane NCCNCCC[Si](OC)(OC)OC